[Si](C)(C)(C(C)(C)C)OCCNC=1C2=C(N=C(N1)Cl)N=C1C(=C2C)CCC1 N-(2-((tert-butyldimethylsilyl)oxy)ethyl)-2-chloro-5-methyl-7,8-dihydro-6H-cyclopenta[5,6]pyrido[2,3-d]pyrimidin-4-amine